NC=1C=C(C=CC1Cl)C1=C(C=CC(=C1)CC)CC(=O)OC Methyl 2-(3'-amino-4'-chloro-5-ethyl-[1,1'-biphenyl]-2-yl)acetate